C(C)(C)(O)O iso-propanediol